lithium deuteroxide [O-][2H].[Li+]